OC1CC(N(C(C1)(C)C)CCO)(C)C 4-hydroxy-2,2,6,6-tetramethyl-1-piperidinethanol